BrC=1C=C(C=CC1)NC(C(=O)O)C ((3-bromophenyl)amino)propionic acid